3-(3-dimethylamino-propionyl)-5-methyl-7-(2-bromobenzyloxy)coumarin CN(CCC(=O)C=1C(OC2=CC(=CC(=C2C1)C)OCC1=C(C=CC=C1)Br)=O)C